N-((3S,4R,5S,6R)-2,4,5-trihydroxy-6-(hydroxymethyl)tetrahydro-2H-pyran-3-yl)methanesulfonamide OC1O[C@@H]([C@H]([C@@H]([C@@H]1NS(=O)(=O)C)O)O)CO